5-[2-methyl-5-[[(1S,5R)-3-oxa-9-azabicyclo[3.3.1]nonan-7-yl]oxy]-4-pyridyl]pyrazolo[1,5-a]pyridin-2-amine CC1=NC=C(C(=C1)C1=CC=2N(C=C1)N=C(C2)N)OC2C[C@@H]1COC[C@H](C2)N1